benzyl 3,6-dichloro-2-methoxybenzoate ClC=1C(=C(C(=O)OCC2=CC=CC=C2)C(=CC1)Cl)OC